ClC=1C=C(C=NC1C=C)NC(OC(C)(C)C)=O tertiary-butyl (5-chloro-6-vinylpyridin-3-yl)carbamate